1-[(1-fluorocyclobutyl)methyl]-3-[[2-(2,2,2-trifluoroethoxy)pyridin-4-yl]methyl]urea FC1(CCC1)CNC(=O)NCC1=CC(=NC=C1)OCC(F)(F)F